2-((2-methyl-6-(3-methyl-4-((6-phenylpyrazin-2-yl)amino)isoxazol-5-yl)pyridin-3-yl)carbamoyl)cyclohexane-1-carboxylic acid CC1=NC(=CC=C1NC(=O)C1C(CCCC1)C(=O)O)C1=C(C(=NO1)C)NC1=NC(=CN=C1)C1=CC=CC=C1